(2R)-2-amino-3-(3-hydroxyphenyl)propionic acid N[C@@H](C(=O)O)CC1=CC(=CC=C1)O